FC(N1N=CC(=C1)C(=O)NC=1C(=NC=NC1C1OCC(CC1)(F)F)C1=C(C=CC(=C1)F)F)F 1-(difluoromethyl)-N-(4-(2,5-difluorophenyl)-6-(5,5-difluorotetrahydro-2H-pyran-2-yl)pyrimidin-5-yl)-1H-pyrazole-4-carboxamide